5-Amino-N-(3-chloro-4-fluorophenyl)-1-methyl-3-(4-(4-(trifluoromethoxy)phenyl)cyclopent-1-en-1-yl)-1H-pyrazole-4-carboxamide NC1=C(C(=NN1C)C1=CCC(C1)C1=CC=C(C=C1)OC(F)(F)F)C(=O)NC1=CC(=C(C=C1)F)Cl